3,7-dimethyl-octane tert-butyl-4-[(6-oxo-5-phenyl-1,6-dihydropyridazin-1-yl)methyl]piperidine-1-carboxylate C(C)(C)(C)OC(=O)N1CCC(CC1)CN1N=CC=C(C1=O)C1=CC=CC=C1.CC(CC)CCCC(C)C